C1(CC1)CN1C[C@H]([C@@H](CC1)CC1=C2C=CNC2=C(C=C1C)C)C1=CC=C(C(=O)O)C=C1 4-((3R,4R)-1-(cyclopropylmethyl)-4-((5,7-dimethyl-1H-indol-4-yl)methyl)piperidin-3-yl)benzoic acid